3-(4-(4-(2,3-Dihydrobenzo[b][1,4]dioxin-5-yl)phenyl)-1H-1,2,3-triazol-1-yl)benzoic acid O1C2=C(OCC1)C(=CC=C2)C2=CC=C(C=C2)C=2N=NN(C2)C=2C=C(C(=O)O)C=CC2